OCC(C/C=C/C=1C=CC(=C(C(=O)OC)C1)OC)CC=C (E)-methyl 5-(4-(hydroxymethyl) hept-1,6-dien-1-yl)-2-methoxybenzoate